O1C(=CC=C1)CC1=CNC=2N=C(N=C(C21)N)C [(furan-2-yl)methyl]-2-methyl-7H-pyrrolo[2,3-d]pyrimidin-4-amine